FC1=C(C(=O)NCC23CCC(CC2)(CC3)C(=O)N)C=C(C(=C1F)OCC1=CC=C(C=C1)OC)F 4-({2,3,5-trifluoro-4-[(4-methoxyphenyl)methoxy]benzamido}methyl)bicyclo[2.2.2]octane-1-carboxamide